3-(3-(carboxymethyl)-2,5-dihydroxybenzamido)phthalic acid C(=O)(O)CC=1C(=C(C(=O)NC2=C(C(C(=O)O)=CC=C2)C(=O)O)C=C(C1)O)O